6-(3,4-dichlorophenyl)-N-((tetrahydro-2H-pyran-2-yl)oxy)chromane-2-carboxamide ClC=1C=C(C=CC1Cl)C=1C=C2CCC(OC2=CC1)C(=O)NOC1OCCCC1